1-(4-Fluorobenzyl)-3-(1-methyl-5-(4-(morpholinylmethyl)-1H-1,2,3-triazol-1-yl)-1H-indol-3-yl)urea FC1=CC=C(CNC(=O)NC2=CN(C3=CC=C(C=C23)N2N=NC(=C2)CN2CCOCC2)C)C=C1